(2-carboxyethyl)(dimethyl)sulfonium C(=O)(O)CC[S+](C)C